7-[(2,3-difluoro-4-hydroxyphenyl)methyl]-10-hydroxy-6-methyl-8-oxo-N-[4-(trifluoromethyl)-2-[6-(trifluoromethyl)pyrimidin-4-yl]phenyl]-6,7-diazaspiro[4.5]dec-9-ene-9-carboxamide FC1=C(C=CC(=C1F)O)CN1N(C2(CCCC2)C(=C(C1=O)C(=O)NC1=C(C=C(C=C1)C(F)(F)F)C1=NC=NC(=C1)C(F)(F)F)O)C